CC1=CC(=NN1)NC1=CN=C2C(=N1)N(N=C2)C2CC1CCC(C2)N1CCC#N 3-((3-exo)-3-(6-((5-methyl-1H-pyrazol-3-yl)amino)-1H-pyrazolo[3,4-b]pyrazin-1-yl)-8-azabicyclo[3.2.1]oct-8-yl)propionitrile